ethyl 4-amino-1-(4-(aminomethyl)phenyl)-3-(tetrahydrofuran-3-yl)-1H-pyrazole-5-carboxylate NC=1C(=NN(C1C(=O)OCC)C1=CC=C(C=C1)CN)C1COCC1